1,2,4-tri(imidazol-1-ylmethyl)benzene N1(C=NC=C1)CC1=C(C=C(C=C1)CN1C=NC=C1)CN1C=NC=C1